ClC=1C(N(C(=CC1OCC1=NC=C(C=C1F)F)C)C1=C(C(=NC=C1)C1=NC(=NC=C1)C(C(=O)NC)(C)C)C)=O 2-(4-{3-chloro-4-[(3,5-difluoropyridin-2-yl)methoxy]-3',6-dimethyl-2-oxo-[1,4'-bipyridin]-2'-yl}pyrimidin-2-yl)-N,2-dimethylpropanamide